S1C(=NC=C1)C=O Thiazole-2-carbaldehyde